COC1=CC=C(C=C1)SP(C1=CC=CC=C1)SC1=CC=C(C=C1)OC bis[(4-methoxyphenyl)thio]phenylphosphine